FC1(CCC(CC1)C(NC(=O)C1=CC=NN1CC)C=1OC2=C(N1)C=C(C=C2)C(N2C(NC(C2)C(F)(F)F)=O)C2COC2)F N-((4,4-difluorocyclohexyl)(5-(oxetan-3-yl(2-oxo-4-(trifluoromethyl)imidazolidin-1-yl)methyl)benzo[d]oxazol-2-yl)methyl)-1-ethyl-1H-pyrazole-5-carboxamide